C(C)N(C(=S)C=1C=NN(C1C(F)(F)F)C(C)C(C)SC)C1=CN=NC=C1 N-ethyl-N-(pyridazin-4-yl)-1-(3-(methylthio)butan-2-yl)-5-trifluoromethyl-1H-pyrazole-4-thiocarboxamide